C(C)(C)[C@@H]1NC(OC1)=O (4S)-4-isopropyl-1,3-oxazolidin-2-one